BrC1=C(C(=CC(=C1)S(=O)(=O)N1CCC(CC1)C1=CC=CC=C1)F)O 2-Bromo-6-fluoro-4-[(4-phenyl-1-piperidinyl)sulfonyl]phenol